ClC1=CC(=C(COC2=CC=CC(=N2)C2=CC(=C(CC3=NC4=C(N3C[C@H]3OCC3)C=C(C=C4)C(=O)O)C=C2)C)C=C1)F (S)-2-(4-(6-((4-chloro-2-fluorobenzyl)oxy)pyridin-2-yl)-2-methylbenzyl)-1-(oxetan-2-ylmethyl)-1H-benzo[d]imidazole-6-carboxylic acid